2-(2-Chlorophenyl)-N-(4-{4-[(2,2-difluoroethyl)amino]-1H-pyrazol-1-yl}-3-[(2,4-dimethoxybenzyl)sulfamoyl]phenyl)acetamide ClC1=C(C=CC=C1)CC(=O)NC1=CC(=C(C=C1)N1N=CC(=C1)NCC(F)F)S(NCC1=C(C=C(C=C1)OC)OC)(=O)=O